N-methyl-3-(tridecyloxy)benzamide CNC(C1=CC(=CC=C1)OCCCCCCCCCCCCC)=O